(S)-6-(1-amino-1,3-dihydrospiro[indene-2,4'-piperidine]-1'-yl)-3-(1-(3-methoxyphenyl)vinyl)-1H-pyrazole N[C@@H]1C2=CC=CC=C2CC12CCN(CC2)C2=CC=C(C=C2C(=C)C2=NNC=C2)OC